C1(CC1)N1CCC2(CCCC2)CC1 8-cyclopropyl-8-azaspiro[4.5]decan